ClC=1C=CC=2C=3C=CC=C4C(=CC=C(C5=CC=CC1C52)C43)Cl 3,9-dichloroperylene